C(C)(C)N1N=C(C2=NC(=CC(=C21)NCC=2C=NN(C2)C)C=2C(=NOC2)C)C 1-isopropyl-3-methyl-5-(3-methylisoxazol-4-yl)-N-[(1-methylpyrazol-4-yl)methyl]pyrazolo[4,3-b]pyridin-7-amine